CN(C1=CC(=NC=C1)N1N=CC(=C1)CC#N)C 2-{1-[4-(Dimethylamino)pyridin-2-yl]pyrazol-4-yl}acetonitrile